Methyl (S)-4-(1-(1-(3-((2-hydroxyethoxy)methyl)benzyl)-6-(trifluoromethyl)-2,3-dihydro-1H-imidazo[1,2-b]pyrazole-7-carboxamido)ethyl)benzoate OCCOCC=1C=C(CN2CCN3N=C(C(=C32)C(=O)N[C@@H](C)C3=CC=C(C(=O)OC)C=C3)C(F)(F)F)C=CC1